COC=1C=C(C=CC1)C1(C(OCC(C1)=C)=O)C(=O)OC methyl 3-(3-methoxyphenyl)-5-methylene-2-oxo-tetrahydro-2H-pyran-3-carboxylate